ClCC(=O)[O-].[Zn+2].ClCC(=O)[O-] zinc chloroacetate